C1(=CC=CC=C1)C(C1=CC=CC=C1)C1=CC=CC=C1 Diphenyl-toluene